3-(o-tolyl)propiolic acid C1(=C(C=CC=C1)C#CC(=O)O)C